C(C1=CC=CC=C1)OC1=CC=C2C(C(OCC2=C1)C1=CC(=CC=C1)OC(F)(F)F)C1=CC=C(C=C1)Br 7-benzyloxy-4-(4-bromophenyl)-3-[3-(trifluoromethoxy)phenyl]isochromane